5-[(1R)-1-(3,5-dichloro-4-pyridyl)ethoxy]-3-[1-[(3R)-1-ethylpyrrolidin-3-yl]pyrazol-4-yl]-1H-indazole ClC=1C=NC=C(C1[C@@H](C)OC=1C=C2C(=NNC2=CC1)C=1C=NN(C1)[C@H]1CN(CC1)CC)Cl